NC1=C(C=C(C=N1)NC(C(=O)N1[C@@H](CC([C@H](C1)C)(F)F)C=1C=NC(=CC1)C)=O)CC |r| rac-N-(6-amino-5-ethyl-3-pyridyl)-2-[(2S,5S)-4,4-difluoro-5-methyl-2-(6-methyl-3-pyridyl)-1-piperidyl]-2-oxo-acetamide